2,7-dichloro-8-fluoro-4-((1S,7R,8S)-8-fluoro-2-azabicyclo[5.1.0]octan-2-yl)pyrido[4,3-d]pyrimidine ClC=1N=C(C2=C(N1)C(=C(N=C2)Cl)F)N2[C@@H]1[C@H]([C@@H]1CCCC2)F